COC1=CC(=CC(=C1OC)OC)C2=C(C(=O)C3=C(C=C(C=C3O2)O)O)OC The molecule is a tetramethoxyflavone that is myricetin in which the hydroxy groups at positions 3, 3', 4' and 5' are replaced by methoxy groups. It is isolated from Bridelia ferruginea, a subtropical medicinal plant widely used in traditional African medicine. It has a role as a plant metabolite. It is a tetramethoxyflavone, a dihydroxyflavone and a member of 3'-methoxyflavones. It derives from a myricetin.